benzoate (DiethylaminoHydroxybenzoyl Hexyl Benzoate) C(C)N(CC)C=1C(=C(C(=C(C(=O)O)C1)CCCCCC)C(C1=CC=CC=C1)=O)O.C(C1=CC=CC=C1)(=O)O